O1CCN(CC1)CCCCC/C(/C(=O)OC)=C\C(=O)[O-] methyl (5-morpholinopentyl)fumarate